C(C)OCC1(C=C)CC=CC=C1 1-ethoxymethyl-styrene